ethyl 3-((4-chloro-3-(difluoromethoxy) benzyl) amino)-5-phenyl-1H-pyrrole-2-carboxylate ClC1=C(C=C(CNC2=C(NC(=C2)C2=CC=CC=C2)C(=O)OCC)C=C1)OC(F)F